OCCC=1C=CC(=C(C(=O)OC)C1)OC methyl 5-(2-hydroxyethyl)-2-methoxybenzoate